CN(C1=C2C=C(N=CC2=CC=C1)N1C=CC=2C1=CN=C(C2)N2CCC(CC2)CCN2CCN(CC2)C(=O)OCC2=CC=CC=C2)C Benzyl 4-[2-[1-[1-[5-(dimethylamino)-3-isoquinolyl]pyrrolo[2,3-c]pyridin-5-yl]-4-piperidyl]ethyl]piperazine-1-carboxylate